ClC1=C(C=CC(=C1Cl)S(NC(C(F)(F)F)C)(=O)=O)C1=C(N=C(S1)C(=O)O)CO 5-(2,3-dichloro-4-(N-(1,1,1-trifluoropropan-2-yl)sulfamoyl)phenyl)-4-(hydroxymethyl)thiazole-2-carboxylic acid